C(CCCCCCCCCCC)N(CCN(CCCCCCCC(=O)OC(CCCCCCCC)CCCCCCCC)CCO)CCCCCCCCCCCC heptadecan-9-yl 8-((2-(didodecylamino)ethyl)(2-hydroxyethyl)amino)octanoate